trans-2-((3S,5S)-5-((S)-2-cyano-4,4-difluoropyrrolidine-1-carbonyl)-2-oxopyrrolidin-3-yl)acetic acid C(#N)[C@H]1N(CC(C1)(F)F)C(=O)[C@@H]1C[C@H](C(N1)=O)CC(=O)O